NC1=NC=CC=C1C1=NC=2C(=NC=CC2)N1C1=CC=C(CN2CCC(CC2)NC2=CC=CC(=N2)C#N)C=C1 6-((1-(4-(2-(2-Aminopyridin-3-yl)-3H-imidazo[4,5-b]pyridin-3-yl)benzyl)piperidin-4-yl)amino)picolinonitrile